N-(2-ethylhexyl)-2-methyl-3-(2-propen-1-yloxy)-pyridin-4-one C(C)C(CN1C(=C(C(C=C1)=O)OCC=C)C)CCCC